FC1=CC(=CC2=CC=3C[C@@](CCC3N=C12)(C(C)C)F)C(=O)N[C@H](CC[NH+]1C[C@H](CCC1)O)C=1C=NC(=CC1)C1=CN=NC=C1 |r| rac-(7S)-4,7-difluoro-7-isopropyl-N-[rac-(1R)-1-(6-pyridazin-4-yl-3-pyridyl)-3-[rac-(3S)-3-hydroxypiperidin-1-ium-1-yl]propyl]-6,8-dihydro-5H-acridine-2-carboxamide